C1=NC=CC=2NC=3C=C(C=CC3C21)C=2C=C(C(=NC2)N2CCC(CC2)CCN2CCN(CC2)C=2C=C1CN(C(C1=CC2)=O)C2C(NC(CC2)=O)=O)C(F)(F)F 3-(5-(4-(2-(1-(5-(5H-pyrido[4,3-b]indol-7-yl)-3-(trifluoromethyl)pyridin-2-yl)piperidin-4-yl)ethyl)piperazin-1-yl)-1-oxoisoindolin-2-yl)piperidine-2,6-dione